C(C)(C)(C)C1=CC=C(C=C1)N1C2=CC=CC=C2C=2C(=C(C=CC12)[Si](C1=CC=CC=C1)(C1=CC=CC=C1)C1=CC=CC=C1)[Si](C1=CC=CC=C1)(C1=CC=CC=C1)C1=CC=CC=C1 9-(4-tert-butylphenyl)-3,4-bis(triphenylsilyl)-9H-carbazole